The molecule is a carboxylic ester obtained by the formal condensation of (2aR,7R,8aS)-7-heptyl-4-methyl-2,2a,6,7,8,8a-hexahydro-1H-5,6,8b-triazaacenaphthylene-3-carboxylic acid with the hydroxy group of 4-carbamimidamidobutyl 3-(9-hydroxynonyl)-1-imino-1,2,3,5,6,7-hexahydropyrrolo[1,2-c]pyrimidine-4-carboxylate. Isolated from a bright red Caribbean sponge, Batzella, it has potential anti-HIV activity. It has a role as a metabolite and an anti-HIV-1 agent. It is a member of guanidines, an alkaloid, an organic heterotricyclic compound, a carboxylic ester, a pyrrolopyrimidine and a triazaacenaphthylene. CCCCCCC[C@@H]1C[C@@H]2CC[C@H]3N2C(=N1)NC(=C3C(=O)OCCCCCCCCCC4C(=C5CCCN5C(=N4)N)C(=O)OCCCCN=C(N)N)C